2,5-dimethyl-1,4-xylylenediamine CC1=C(C=C(C(=C1)CN)C)CN